OC[C@H]1O[C@H]([C@@]2(CCO2)[C@@H]1O)N1C=C(C2=C1N=CN=C2OC)C2=NC=CC=N2 (4R,5R,7R,8R)-7-(hydroxymethyl)-5-(4-methoxy-5-(pyrimidin-2-yl)-7H-pyrrolo[2,3-d]pyrimidin-7-yl)-1,6-dioxaspiro[3.4]octane-8-ol